R-(-)-3-(carbamoylmethyl)-5-methylhexanoic acid CC(C)C[C@H](CC(=O)N)CC(=O)O